[N+](=O)([O-])[C].[Co] cobalt nitrocarbon